BrC1=C(C(=CC=C1)Cl)C1=CC=C(C=C1)C1=CC=CC=C1 2-bromo-6-chloro-1,1':4',1''-terphenyl